1-(5-(2-((4-(trifluoromethyl)phenyl)amino)phenyl)-1,3,4-oxadiazol-2-yl)ethanol FC(C1=CC=C(C=C1)NC1=C(C=CC=C1)C1=NN=C(O1)C(C)O)(F)F